The molecule is 7H-Furo[3,2-g]chromen-7-one in which positions 2, 5, and 9 are substituted by methyl groups. Like other psoralens, trioxsalen causes photosensitization of the skin. It is administered orally in conjunction with UV-A for phototherapy treatment of vitiligo. After photoactivation it creates interstrand cross-links in DNA, inhibiting DNA synthesis and cell division, and can lead to cell injury; recovery from the cell injury may be followed by increased melanisation of the epidermis. It has a role as a photosensitizing agent and a dermatologic drug. CC1=CC(=O)OC2=C1C=C3C=C(OC3=C2C)C